1-(1-benzylpyrrolidine-3-yl)-3-(naphthalen-1-yl)thiourea C(C1=CC=CC=C1)N1CC(CC1)NC(=S)NC1=CC=CC2=CC=CC=C12